3-(2-{[(1S,3S)-3-[(6-aminohexyl)amino]cyclopentyl]amino}-5-(trifluoromethyl)pyrimidin-4-yl)-1H-indole-6-carboxylic acid NCCCCCCN[C@@H]1C[C@H](CC1)NC1=NC=C(C(=N1)C1=CNC2=CC(=CC=C12)C(=O)O)C(F)(F)F